FC=1C=CC2=C(CCO2)C1CNC1=NC=CC=2N1C=C(N2)C#N 5-(((5-fluoro-2,3-dihydrobenzofuran-4-yl)methyl)amino)imidazo[1,2-c]pyrimidine-2-carbonitrile